OC[C@H](C(C)(C)C)NC(=O)C=1C=2C[C@H]3[C@@H](C2N(N1)C1=NC=CN=C1)C3 (1aS,5aS)-2-Pyrazin-2-yl-1a,2,5,5a-tetrahydro-1H-2,3-diaza-cyclopropa[a]pentalene-4-carboxylic Acid ((S)-1-Hydroxymethyl-2,2-dimethyl-propyl)-amide